4-(trifluoromethyl)-6,7-dihydro-5H-pyrrolo[4,3-b]pyridine-6-carboxylic acid 2-methylpropan-2-yl ester CC(C)(C)OC(=O)N1CC=2C(=NC=CC2C(F)(F)F)C1